1,3-Bis(3-aminopropyl)-tetramethyldisiloxan NCCC[Si](O[Si](CCCN)(C)C)(C)C